bis(2-aminophenyl)-diselenide NC1=C(C=CC=C1)[SeH-](=[Se])C1=C(C=CC=C1)N